BrC=1C=C(C=CC1)C1(C(C1)(F)F)CN1C(C2=CC=CC=C2C1=O)=O 2-((1-(3-bromophenyl)-2,2-difluorocyclopropyl)methyl)isoindoline-1,3-dione